(R)-1-benzyl-3-methanesulfonyloxypiperidine C(C1=CC=CC=C1)N1C[C@@H](CCC1)OS(=O)(=O)C